1-(3-chlorophenyl)-2-(3-((4-(methylsulfonyl)phenoxy)methyl)piperidin-1-yl)ethan-1-ol ClC=1C=C(C=CC1)C(CN1CC(CCC1)COC1=CC=C(C=C1)S(=O)(=O)C)O